(R)-N-(1-(3-(1-(2-cyanoethyl)-1H-pyrazol-4-yl)-5-(1-(difluoromethyl)-1H-pyrazol-4-yl)phenyl)ethyl)-5-(2-(dimethylamino)ethoxy)-2-methylbenzamide C(#N)CCN1N=CC(=C1)C=1C=C(C=C(C1)C=1C=NN(C1)C(F)F)[C@@H](C)NC(C1=C(C=CC(=C1)OCCN(C)C)C)=O